ethoxybis(2,6-di-t-butyl-4-methylphenoxy)aluminum C(C)O[Al](OC1=C(C=C(C=C1C(C)(C)C)C)C(C)(C)C)OC1=C(C=C(C=C1C(C)(C)C)C)C(C)(C)C